BrC=1C=CC=C2C(=CN(C12)COCC[Si](C)(C)C)C1=NC(=NC=C1I)N[C@@H]1CN(CCC1)C(=O)OC(C)(C)C Tert-butyl (3S)-3-[[4-[7-bromo-1-(2-trimethylsilylethoxymethyl)indol-3-yl]-5-iodo-pyrimidin-2-yl]amino]piperidine-1-carboxylate